C(C)(C)(C)OC(=O)N1[C@H](C[C@H](C1)C1=CC(=C(C=C1)OC(F)F)OC(C)C)CO (2R,4S)-4-(4-(difluoromethoxy)-3-isopropoxyphenyl)-2-(hydroxymethyl)pyrrolidine-1-carboxylic acid tert-butyl ester